[(2S,5R)-2-(5-acetamido-2-thienyl)-5-methyl-1-piperidyl]-N-(6-amino-5-methyl-3-pyridyl)-2-oxo-acetamide C(C)(=O)NC1=CC=C(S1)[C@H]1N(C[C@@H](CC1)C)C(C(=O)NC=1C=NC(=C(C1)C)N)=O